2-(1-((cis)-2,6-dimethylmorpholino)pyrido[3,4-d]pyridazin-4-yl)-5-(trifluoromethyl)phenol C[C@@H]1O[C@@H](CN(C1)C1=C2C(=C(N=N1)C1=C(C=C(C=C1)C(F)(F)F)O)C=NC=C2)C